1-(2-(3-Chloro-2-methoxy-5-methylpyridin-4-yl)-7-fluoro-4-isopropylquinolin-6-yl)-4-ethyl-3-(hydroxymethyl)-1H-1,2,4-triazol-5(4H)-one ClC=1C(=NC=C(C1C1=NC2=CC(=C(C=C2C(=C1)C(C)C)N1N=C(N(C1=O)CC)CO)F)C)OC